C(#N)C=1C=C(C=CC1F)NC(=O)N1CC=2C(=NN3C2C(N(C[C@H](C3)C3=NNC=C3)C)=O)C[C@H]1C |o1:22| (3R,8R*)-N-(3-Cyano-4-fluorophenyl)-3,10-dimethyl-11-oxo-8-(1H-pyrazol-3-yl)-3,4,8,9,10,11-hexahydro-1H-pyrido[4',3':3,4]pyrazolo[1,5-a][1,4]diazepine-2(7H)-carboxamide